7-methoxy-1H-benzo[d]Imidazole-5-carboxylic acid ethyl ester C(C)OC(=O)C1=CC2=C(NC=N2)C(=C1)OC